N-(2',4',5'-trifluorobiphenyl-2-yl)-3-fluoromethyl-1-methylpyrazol-4-yl-carboxamide FC1=C(C=C(C(=C1)F)F)C1=C(C=CC=C1)NC(=O)C=1C(=NN(C1)C)CF